C1(CC1)NC1=NOC2=C(C1=O)C=CC=C2 3-(cyclopropylamino)-4H-benzo[e][1,2]oxazin-4-one